4-{4-(2,3-dihydrobenzo[1,4]dioxin-6-yl)-5-pyridin-2-yl-1H-imidazol-2-yl}benzamide O1CCOC2=C1C=CC(=C2)C=2N=C(NC2C2=NC=CC=C2)C2=CC=C(C(=O)N)C=C2